C1(CC1)C1=C(C(=NO1)C1=C(C=NC=C1Cl)Cl)C1=CC2(C1)CCN(CC2)C=2SC1=C(N2)C(=CC=C1)OC(F)(F)F 2-(2-(5-Cyclopropyl-3-(3,5-dichloropyridin-4-yl)isoxazol-4-yl)-7-azaspiro[3.5]non-1-en-7-yl)-4-(trifluoromethoxy)benzo[d]thiazol